2-[1-[[(1R)-1-[3-[2-(7-chloroquinolin-2-yl)vinyl]phenyl]propyl]thiomethyl]2-cyclopropyl]acetic acid ClC1=CC=C2C=CC(=NC2=C1)C=CC=1C=C(C=CC1)[C@@H](CC)SCC1C(C1)CC(=O)O